[N].C(#N)C1=CC=2N(N=C1)C(=CC2)C2=CC(=C(C=N2)C2=NN=C(S2)C2CC(C2)NC(C)=O)NC N-((1r,3r)-3-(5-(6-(3-cyanopyrrolo[1,2-b]pyridazin-7-yl)-4-(methylamino)pyridin-3-yl)-1,3,4-thiadiazol-2-yl)cyclobutyl)acetamide nitrogen